carbamoyl-2-(methylamino)propanoic acid C(N)(=O)C(C(=O)O)(C)NC